C(C)(C)(C)C=1C=CC(=C(C1)C1=CC=CC=C1)C1COC2=C1C=CC1=C2C(=CC=C1)C1=NC=CC(=C1)C1=CC=CC=C1 3-(5-(tert-butyl)-[1,1'-biphenyl]-2-yl)-9-(4-phenylpyridin-2-yl)-3H-benzo[2,3]benzofuran